N1=CC(=CC=C1)C=CC(=O)C1=CC=NC=C1 3-(3-pyridyl)-1-(4-pyridyl)-2-propen-1-one